acryloxyoctyl-trifluorosilane C(C=C)(=O)OCCCCCCCC[Si](F)(F)F